5-(Methylamino)-6-(1-methylbenzimidazol-4-yl)-3-(4-morpholinoanilino)pyrazine-2-carboxylic acid bis-trifluoroacetate salt FC(C(=O)O)(F)F.FC(C(=O)O)(F)F.CNC=1N=C(C(=NC1C1=CC=CC=2N(C=NC21)C)C(=O)O)NC2=CC=C(C=C2)N2CCOCC2